FC1=CC(=C(C=C1C1=CN=C(S1)C)O)C=1N=NC(=CC1)N1CC(CC1)NC1(CCC1)C 4-fluoro-5-(2-methyl-1,3-thiazol-5-yl)-2-(6-{3-[(1-methylcyclobutyl)amino]pyrrolidin-1-yl}pyridazin-3-yl)phenol